NC([C@@](CO)(C)NC(=O)C1=C(OC2=C1C=C(C=C2)CC=2C=NC=CC2)C)=O (S)-N-(1-amino-3-hydroxy-2-methyl-1-oxopropan-2-yl)-2-methyl-5-(pyridin-3-ylmethyl)benzofuran-3-carboxamide